C(CCCC)[Sn]OC(C)(C)C n-pentyl-(t-butoxy)tin